NC=1NC(=C(N1)C1=CC(=NC=C1)C)C1=CC2=C(OCC(N2CCOCCO)=O)C=C1 6-(2-Amino-4-(2-methylpyridin-4-yl)-1H-imidazol-5-yl)-4-(2-(2-hydroxyethoxy)ethyl)-2H-benzo[b][1,4]oxazin-3(4H)-one